C1(=CC=CC=C1)C(CC(=O)O)P(=O)(OCC(CCCC)CC)OCC(CCCC)CC 3-phenyl-3-[di(2-ethylhexyl-oxy)phosphoryl]propionic acid